COC(=O)C1CCC(CC1)C(=O)OC.CC=1SC(=C(N1)C=O)C1=CC=CC=C1 (2-methyl-5-phenylthiazol-4-yl)methanone dimethyl-cyclohexane-1,4-dicarboxylate